ClC1=C(C=C(C=C1)N(C(=O)C1NC2=CC=CC=C2CC1)C)C N-(4-chloro-3-methylphenyl)-N-methyl-1,2,3,4-tetrahydroquinoline-2-carboxamide